N-(8-methyl-2-oxo-3,4-dihydro-1H-quinolin-6-yl)-3-(m-tolyl)pyridine-4-carboxamide CC=1C=C(C=C2CCC(NC12)=O)NC(=O)C1=C(C=NC=C1)C=1C=C(C=CC1)C